tertbutyl (S)-5-amino-4-(4-fluoro-6-oxo-6,8-dihydro-2H,7H-spiro[furo[2,3-e]isoindole-3,4'-piperidin]-7-yl)-5-oxopentanoate NC([C@H](CCC(=O)OC(C)(C)C)N1C(C2=CC(=C3C(=C2C1)OCC31CCNCC1)F)=O)=O